dimethylethoxy(3-vinylphenyl)silane C[Si](C1=CC(=CC=C1)C=C)(OCC)C